C(C)C=1C=C(C=C(C1)C1=NN=NN1)NC=1C(C(C1O)=O)=O 3-((3-ethyl-5-(1H-tetrazol-5-yl)phenyl)amino)-4-hydroxycyclobut-3-ene-1,2-dione